ClC=1C=C(C(=NC1)C(=O)NC1=CC=C(C=C1)C(F)(F)F)C1CC1 5-chloro-3-cyclopropyl-N-(4-(trifluoromethyl)phenyl)picolinamide